(7S)-N-[5-Chloropyrazolo[1,5-a]pyrimidin-3-yl]-4-[5-(5-fluoro-2-methoxypyridin-4-yl)-1H-pyrazole-3-carbonyl]-4-azaspiro[2.5]octane-7-carboxamide ClC1=NC=2N(C=C1)N=CC2NC(=O)[C@H]2CCN(C1(CC1)C2)C(=O)C2=NNC(=C2)C2=CC(=NC=C2F)OC